CC1(OC[C@@H](O1)COC1=CC(=NC=C1)[Sn](CCCC)(CCCC)CCCC)C 4-{[(4S)-2,2-dimethyl-1,3-dioxolan-4-yl]methoxy}-2-(tributylstannyl)pyridine